N-[5-(2-chlorophenyl)-2-(methylsulfanyl)-7-oxo-5h,6h,7h-pyrrolo[3,4-d]pyrimidin-4-yl]-3-fluoro-5-(trifluoromethyl)benzamide ClC1=C(C=CC=C1)C1NC(C=2N=C(N=C(C21)NC(C2=CC(=CC(=C2)C(F)(F)F)F)=O)SC)=O